COC([C@H](CC(C)C)N1C(C(=NC(=C1)CCN1CC(C1)F)C(C)C)=O)=O (S)-2-(5-(2-(3-fluoroazetidin-1-yl)ethyl)-3-isopropyl-2-oxopyrazin-1(2H)-yl)-4-methylpentanoic acid methyl ester